(1-methyl-1H-tetrazol-5-yl)nicotinamide CN1N=NN=C1C1=C(C(=O)N)C=CC=N1